1-(4-(2-(3-(dimethylamino)propyl)-6-(2-methoxyphenyl)-2H-indazol-3-yl)piperidin-1-yl)-2-propen-1-one CN(CCCN1N=C2C=C(C=CC2=C1C1CCN(CC1)C(C=C)=O)C1=C(C=CC=C1)OC)C